CC(C1=CC=CC=C1)(C)C=1C=CC=2NC3=CC=C(C=C3S(C2C1)(=O)=O)C(C1=CC=CC=C1)(C)C 3,7-bis(alpha,alpha-dimethylbenzyl)-10H-phenothiazine-5,5-dioxide